C(C)(C)OC1CN(C1)C(=O)NC1C2=C(CNCC1)C=C(C=C2)C2=NC(=NC=C2)NC=2C=NN(C2)C 3-isopropoxy-N-(8-(2-((1-methyl-1H-pyrazol-4-yl)amino)pyrimidin-4-yl)-2,3,4,5-tetrahydro-1H-benzo[c]azepin-5-yl)azetidine-1-carboxamide